2-fluoro-3-propanesultone FC1CS(=O)(=O)OC1